COC(=O)C=1C=CC2=C(N(C(=N2)CC2=C(C=C(C(=C2)F)Br)F)C2COCC2(C)COC)C1.FC1=C(C2=C(C(=C(C(=C2C(=C1F)F)F)F)F)F)[B-](C1=C(C(=C(C2=C(C(=C(C(=C12)F)F)F)F)F)F)F)(C1=C(C(=C(C2=C(C(=C(C(=C12)F)F)F)F)F)F)F)C1=C(C(=C(C2=C(C(=C(C(=C12)F)F)F)F)F)F)F.C(CCC)[NH+](CCCC)CCCC Tri(n-butyl)ammonium tetra(perfluoronaphthyl)borate methyl-2-(4-bromo-2,5-difluorobenzyl)-1-(4-(methoxymethyl)-4-methyltetrahydrofuran-3-yl)-1H-benzo[d]imidazole-6-carboxylate